Cl.NC/C(/CN1N=CN(C1=O)CC=1SC(=CC1)C1=CC=C(C=C1)C1=NON=C1)=C\F 2-[(2E)-2-(aminomethyl)-3-fluoroprop-2-en-1-yl]-4-(5-[4-(1,2,5-oxadiazol-3-yl)phenyl]thiophen-2-ylmethyl)-2,4-dihydro-3H-1,2,4-triazol-3-one hydrochloride